C1=CC=CC=2C3=CC=CC=C3N(C12)C1=C(C#N)C=CC(=C1)C=1C=NC=CC1 2-(9H-carbazol-9-yl)-4-(pyridin-3-yl)benzonitrile